2-methyl-5-chloro-N-Bocaniline CC1=C(NC(=O)OC(C)(C)C)C=C(C=C1)Cl